ClC1=C2C=CC=NC2=C(C(=C1)C(C1=CC=C(C(=O)OCC)C=C1)NC1=NC=CC=N1)O Ethyl 4-((5-chloro-8-hydroxyquinolin-7-yl)(pyrimidin-2-ylamino)methyl)benzoate